NCC(=O)O.C(C=C)(=O)N acrylamide glycinate